[Na+].ClC=1C=C(C=CC1)C([C@@H](OC(N[C@H](C(N[C@H](C(OC(CCC)=O)S(=O)(=O)[O-])C[C@H]1C(NCC1)=O)=O)CC1CCCCC1)=O)C1=CC=CC=C1)(F)F (2S,6S,9S)-1-(3-chlorophenyl)-6-(cyclohexylmethyl)-1,1-difluoro-4,7,12-trioxo-9-(((S)-2-oxopyrrolidin-3-yl)methyl)-2-phenyl-3,11-dioxa-5,8-diazapentadecane-10-sulfonic acid sodium salt